N-benzyl-1-[(4-[(4-chloro-benzoyl)amino]phenyl)meth-yl]imidazole-4-carboxamide C(C1=CC=CC=C1)NC(=O)C=1N=CN(C1)CC1=CC=C(C=C1)NC(C1=CC=C(C=C1)Cl)=O